1,1,1,3,3-pentafluoro-propane FC(CC(F)F)(F)F